CC1=C(C[C@H](C1(C)C)CC(=O)[O-])O The molecule is a hydroxy monocarboxylic acid anion that is the conjugate base of [(1S)-4-hydroxy-2,2,3-trimethylcyclopent-3-enyl]acetic acid, arising from deprotonation of the carboxy group; major species at pH 7.3. It is a conjugate base of a [(1S)-4-hydroxy-2,2,3-trimethylcyclopent-3-enyl]acetic acid.